BrC1=C2CC(C(C2=CC(=C1Cl)F)=O)C(=O)OCC ethyl 4-bromo-5-chloro-6-fluoro-1-oxo-2,3-dihydro-1H-indene-2-carboxylate